3-(5-carboxypentyl)-2-(4-hydroxystyryl)-1,1,2-trimethyl-1H-benzo[e]indole C(=O)(O)CCCCCN1C(C(C=2C3=C(C=CC12)C=CC=C3)(C)C)(C)C=CC3=CC=C(C=C3)O